2-(2-fluorobenzyl)-1-oxo-1,2,3,4-tetrahydroisoquinoline FC1=C(CN2C(C3=CC=CC=C3CC2)=O)C=CC=C1